tin palmitic acid C(CCCCCCCCCCCCCCC)(=O)O.[Sn]